C1(CCCC1)N(C(=O)C=1NC2=CC=C(C=C2C1COC=1SC=CN1)C)C N-cyclopentyl-N,5-dimethyl-3-((thiazol-2-yloxy)methyl)-1H-indole-2-carboxamide